6-[[(2R,3S,5R)-5-(6-amino-2-fluoro-purin-9-yl)-2-ethynyl-3-hydroxy-tetrahydrofuran-2-yl]methoxycarbonyloxy]hexanoic acid NC1=C2N=CN(C2=NC(=N1)F)[C@H]1C[C@@H]([C@@](O1)(C#C)COC(=O)OCCCCCC(=O)O)O